COC=1C=NC=CC1C#CC1=C2C=C(N=CC2=C(N=C1)NC)NC(=O)C1CC1 N-(5-((3-methoxypyridin-4-yl)ethynyl)-8-(methylamino)-2,7-naphthyridin-3-yl)cyclopropanecarboxamide